methyl (7S)-2-benzyl-3-[2-[(2S,6S)-2,6-dimethylmorpholin-4-yl] ethyl]-7-methyl-3H,6H,7H,8H,9H-imidazo[4,5-f]quinoline-6-carboxylate C(C1=CC=CC=C1)C=1N(C=2C(=C3CC[C@@H](N(C3=CC2)C(=O)OC)C)N1)CCN1C[C@@H](O[C@H](C1)C)C